FC(C(=O)[O-])(F)F.ClC1=CC=C(C(=O)NC2N(C(N(S2)CC2=CC=C(C=C2)Cl)=O)COC(=O)C2[NH+](CCC2)C)C=C1 2-({[5-(4-chlorobenzoylamino)-2-[(4-chlorophenyl)methyl]-3-oxo-1,2,4-thiadiazolidin-4-yl]methoxy}carbonyl)-1-methylpyrrolidin-1-ium trifluoroacetate